2-(2-(3-methylbut-2-en-1-yl)phenyl)propanal CC(=CCC1=C(C=CC=C1)C(C=O)C)C